C(C)C#CC(=O)O.C(C#C)(=O)N Propynoic acid amide Ethyl-propiolate